O1C2C(NCC1)C=1C=CC(=CC1C2)C=2C=CC(=NC2)C(=O)NC 5-(2,3,4,4a,9,9a-hexahydroindeno[2,1-b][1,4]oxazin-7-yl)-N-methylpicolinamide